BrC=1C(=NOC1C)OC[C@H]1C[C@H](C1)NC(OC(C)(C)C)=O tert-butyl ((cis)-3-(((4-bromo-5-methylisoxazol-3-yl)oxy)methyl)cyclobutyl)carbamate